ClC1=C(C=CC(=C1)C=1C=NN2C1CCCC2)C2=NN=C(S2)N(C2CC(NC(C2)(C)C)(C)C)C 5-(2-Chloro-4-(4,5,6,7-tetrahydropyrazolo[1,5-a]pyridin-3-yl)phenyl)-N-methyl-N-(2,2,6,6-tetramethylpiperidin-4-yl)-1,3,4-thiadiazol-2-amine